[1-(1,1,1-trifluoropropan-2-yl)-1H-imidazol-4-yl]methanone FC(C(C)N1C=NC(=C1)C=O)(F)F